3-cyano-4-aminopyrazole C(#N)C1=NNC=C1N